NC=1N=NC(=CC1N1CC2CCC(C1)N2C2=CC(=NC=C2)C#CCN2CCC(CC2)CO)C2=C(C=CC=C2)OCOC (1-(3-(4-(3-(3-amino-6-(2-(methoxymethoxy)phenyl)pyridazin-4-yl)-3,8-diazabicyclo[3.2.1]octan-8-yl)pyridin-2-yl)prop-2-yn-1-yl)piperidin-4-yl)methanol